CNC(C1=C(C=CC=C1)SC1=CC=C2C(=NN(C2=C1)P1(OC2=C(CO1)C=CC=C2)=O)\C=C\C2=NC=CC=C2)=O N-methyl-2-((1-(2-oxo-4H-1,3,2-benzodioxaphosphorin-2-yl)-3-((1E)-2-(2-pyridinyl)ethenyl)-1H-indazol-6-yl)thio)benzamide